CN(C/C=C/C(=O)N1CC=2N(CC1(C)C)N=C(C2C2=CC=NC=C2)C2=CC=C(C=C2)F)C (2E)-4-(dimethylamino)-1-[2-(4-fluorophenyl)-6,6-dimethyl-3-(pyridin-4-yl)-6,7-dihydropyrazolo[1,5-a]pyrazin-5(4H)-yl]but-2-en-1-one